3-butyl-8-hydroxy-2,2-dimethyl-7-(methylthio)-5-phenyl-2,3,4,5-tetrahydrobenzo[b][1,4]thiazepine 1,1-dioxide C(CCC)C1CN(C2=C(S(C1(C)C)(=O)=O)C=C(C(=C2)SC)O)C2=CC=CC=C2